C1=CC=CC=2C3=CC=CC(=C3NC12)C(=O)[O-] 8-carbazolate